ClC1=NC(=CC(=C1C=O)C(=O)N1CCCCC1)N1[C@@H](CCC1)C 2-chloro-6-[(2R)-2-methylpyrrolidin-1-yl]-4-(piperidine-1-carbonyl)pyridine-3-carbaldehyde